FC1=C(C=C(C=C1)O)C1=CCCCC2=C1C=CC(=C2)C(=O)OC methyl 9-(2-fluoro-5-hydroxyphenyl)-6,7-dihydro-5H-benzo[7]annulene-3-carboxylate